3-benzyl-8-(3,3-difluorocyclobutyl)-3,8-diazabicyclo[3.2.1]octane C(C1=CC=CC=C1)N1CC2CCC(C1)N2C2CC(C2)(F)F